OCCN1N=CC2=C1N(C(C=1C=C(C=CC21)C)=O)C 3-(2-hydroxyethyl)-4,7-dimethyl-5-oxo-pyrazolo[3,4-c]isoquinolin